1-aminoglucose NC(=O)[C@H](O)[C@@H](O)[C@H](O)[C@H](O)CO